(4-aminopyrrolo[1,2-a]quinoxalin-8-yl)(3-methyl-5-(5-(trifluoromethyl)pyridin-2-yl)morpholino)methanone NC=1C=2N(C3=CC(=CC=C3N1)C(=O)N1C(COCC1C1=NC=C(C=C1)C(F)(F)F)C)C=CC2